ClC1=C(C=C(C=C1)N1N=CN=C1CNC(=O)NCC1=NC=NN1C=1C=NC2=CC(=CC=C2C1)F)F 1-{[1-(4-chloro-3-fluorophenyl)-1H-1,2,4-triazol-5-yl]methyl}-3-{[1-(7-fluoroquinolin-3-yl)-1H-1,2,4-triazol-5-yl]methyl}urea